[Li+].C1(CC1)/C=C/C(=O)[O-] (2E)-3-Cyclopropylprop-2-enoic Acid Lithium Salt